2-(5-(6-((2-(1-(Cyclopropylsulfonyl)-1H-pyrazol-4-yl)pyrimidin-4-yl)amino)-4-(((1s,4s)-4-(hydroxymethyl)cyclohexyl)amino)pyridin-3-yl)pyrazin-2-yl)propan-2-ol C1(CC1)S(=O)(=O)N1N=CC(=C1)C1=NC=CC(=N1)NC1=CC(=C(C=N1)C=1N=CC(=NC1)C(C)(C)O)NC1CCC(CC1)CO